COC1=CC2=C([C@H]3CC([C@@H](CN3CC2)CC(C)C)=O)C=C1OC (3R,11bR)-1,3,4,6,7,11b-hexahydro-9,10-dimethoxy-3-(2-methylpropyl)-2H-benzo[a]quinolizin-2-one